(R)-1-(1-(4-(1,3-Dimethyl-1,2,3,6-tetrahydropyridin-4-yl)benzyl)-1H-indol-5-yl)-5-methyl-1H-pyrazol-3-carboxamid CN1C[C@@H](C(=CC1)C1=CC=C(CN2C=CC3=CC(=CC=C23)N2N=C(C=C2C)C(=O)N)C=C1)C